zirconium-titanium [Ti].[Zr]